(R)-2-(3-((6-(4-ethynyl-2-hydroxyphenyl)-5-methylpyridazin-3-yl)amino)piperidin-1-yl)acetic acid C(#C)C1=CC(=C(C=C1)C1=C(C=C(N=N1)N[C@H]1CN(CCC1)CC(=O)O)C)O